4-chloro-5,6,7,8-tetrahydrocyclopenta[4,5]pyrrolo[2,3-d]pyrimidine ClC=1C2=C(N=CN1)NC1=C2CCC1